7-benzyl-1-isobutyl-N-isopentyl-1,2,3,3a,7,7a-hexahydro-6H-3,6-methanopyrrolo[3,2-c]pyridine-6-carboxamide C(C1=CC=CC=C1)C1C2C3C=NC1(CC3CN2CC(C)C)C(=O)NCCC(C)C